[N+](=O)([O-])C1=C(C=CC=C1)CCCCCCCCOCCCCCCCCC1=C(C=CC=C1)[N+](=O)[O-] 2-nitrophenyl-octylether